FC=1C=C(CN2C[C@H]([C@@H](CC2)C(=O)N2CCC(CC2)(O)CN2C=NC3=C(C2=O)C=CN3)C3=CC=CC=C3)C=CC1 3-[(1-{[(3R,4R)-1-(3-fluorobenzyl)-3-phenylpiperidin-4-yl]carbonyl}-4-hydroxypiperidin-4-yl)methyl]-3,7-dihydro-4H-pyrrolo[2,3-d]pyrimidin-4-one